6-Chloro-2-(1-piperazinyl)pyrazine ClC1=CN=CC(=N1)N1CCNCC1